2-ethoxyethyl (R)-4-((4'-(1,1,1,3,3,3-hexafluoro-2-hydroxypropan-2-yl)-2-methyl-[1,1'-biphenyl]-4-yl)methyl)-1-(pyridin-4-ylmethyl)piperazine-2-carboxylate FC(C(C(F)(F)F)(O)C1=CC=C(C=C1)C1=C(C=C(C=C1)CN1C[C@@H](N(CC1)CC1=CC=NC=C1)C(=O)OCCOCC)C)(F)F